C(C)OC(CC[C@@H]1N(CCCC1)C(=O)OC(C)(C)C)=O tert-butyl (R)-2-(3-ethoxy-3-oxopropyl)piperidine-1-carboxylate